O=C1N(C(C2=CC=CC=C12)=O)C(C)C1=NC(=NN1C=1SC(=CN1)C#N)SC 2-{5-[1-(1,3-dioxo-1,3-dihydro-2H-isoindol-2-yl)ethyl]-3-(methylsulfanyl)-1H-1,2,4-triazol-1-yl}-1,3-thiazole-5-carbonitrile